CC1=CC=C(C=C1)CN1C(CCC1=O)CC(=O)NCCC 2-[1-[(4-methylphenyl)methyl]-5-oxopyrrolidin-2-yl]-N-propylacetamid